C(\C=C/C(=O)O)(=O)N maleic acid, monoamide